CN1C(=C(C(=C1C(C(=O)NC=1SC=C(N1)C)=O)C)C(=O)NC1=CC(=C(C(=C1)F)F)F)C 1,2,4-trimethyl-5-(2-((4-methylthiazol-2-yl)amino)-2-oxoacetyl)-N-(3,4,5-trifluorophenyl)-1H-pyrrole-3-carboxamide